(S)-7-(4-fluorobenzyl)-2-methyl-N-((S)-tetrahydrofuran-3-yl)-2,3-dihydro-1H-pyrido[2,3-b][1,4]oxazine-6-carboxamide FC1=CC=C(CC2=CC3=C(OC[C@@H](N3)C)N=C2C(=O)N[C@@H]2COCC2)C=C1